C([O-])(O)=O.[Tl+].NC1=NC=C(C2=C1C(=NN2[C@@H]2CNCC2)C#CC2=C(C(=CC(=C2F)OC)OC)F)CO (S)-(4-amino-3-((2,6-difluoro-3,5-dimethoxyphenyl)ethynyl)-1-(pyrrolidin-3-yl)-1H-pyrazolo[4,3-c]pyridin-7-yl)methanol thallium bicarbonate